octa-thionine cobalt [Co].S1SSSSSSSC1